FC1=CC=C(NCC2N(C3CC(C2C)C3)CC3=CC=C(C=C3)OC)C=C1 4-fluoro-N-({2-[(4-methoxyphenyl)methyl]-4-methyl-2-azabicyclo[3.1.1]hept-3-yl}methyl)aniline